COC(=O)C1(CN(CCC1)C(=O)OCC1=CC=CC=C1)C#C 3-ethynylpiperidine-1,3-dicarboxylic acid 1-benzyl ester 3-methyl ester